NC1=NC=CC(=C1C#N)OC1=C(C=C(C=C1F)NC(=O)C=1C=NN(C1C(F)(F)F)C1=CC=CC=C1)F N-(4-((2-amino-3-cyanopyridin-4-yl)oxy)-3,5-difluorophenyl)-1-phenyl-5-(trifluoromethyl)-1H-pyrazole-4-carboxamide